ClC1=CC=C2C(=C(N(C2=C1)C)C=1C=NC=C(C1)CNC1CCN(CC1)C)C#N 6-chloro-1-methyl-2-{5-[(1-methyl-piperidin-4-ylamino)-methyl]-pyridin-3-yl}-1H-indole-3-carbonitrile